NC1=NC=C(C=N1)/C(=C/C=1C=C(C=NC1CC)C(=O)O)/F 5-[(Z)-2-(2-aminopyrimidin-5-yl)-2-fluorovinyl]-6-ethylpyridine-3-carboxylic acid